C(CC)NCC1=CNC(C2=CC=CC=C12)=O 4-((Propylamino)methyl)isoquinolin-1(2H)-one